CC1(C=2C=CC(=CC2C(CC1)(C)C)C1=CC=CC(=N1)N1CCN(CC1)CCCO)C 3-{4-[6-(5,5,8,8-Tetramethyl-5,6,7,8-tetrahydronaphthalen-2-yl)pyridin-2-yl]-piperazin-1-yl}propan-1-ol